BrC1=CC=C(C=C1)N(S(=O)(=O)C)CC1=C(C=C(C=C1)C(=O)NNC(C(F)F)=O)F N-(4-bromophenyl)-N-(4-(2-(2,2-difluoroacetyl)hydrazine-1-carbonyl)-2-fluorobenzyl)methanesulfonamide